5-chloro-2-(3-(3-chloropropyloxy)-2-methylbut-2-yl)benzothiazole ClC=1C=CC2=C(N=C(S2)C(C)(C(C)OCCCCl)C)C1